(R)-2-(6-(2-((3,6-dimethyl-2,3,4,4a,5,6-hexahydro-1H-pyrazino[1,2-a]quinoxalin-9-yl)amino)-5-fluoro-7H-pyrrolo[2,3-d]pyrimidin-7-yl)pyridin-2-yl)propan-2-ol CN1C[C@H]2N(C3=CC(=CC=C3N(C2)C)NC=2N=CC3=C(N2)N(C=C3F)C3=CC=CC(=N3)C(C)(C)O)CC1